fmoc-L-hydroxyproline C(=O)(OCC1C2=CC=CC=C2C2=CC=CC=C12)N1[C@@H](C[C@@H](O)C1)C(=O)O